N-(6-(3-fluoro-2-methylphenyl)imidazo[1,2-a]pyridin-2-yl)cyclopropanecarboxamide FC=1C(=C(C=CC1)C=1C=CC=2N(C1)C=C(N2)NC(=O)C2CC2)C